FC=1C=C2C=3C(=NNC(C3C1)=O)C(C(N2)C2=CC=C(C=C2)F)N2C(NC(C2=O)(C)C)=O 5-fluoro-8-(4-fluorophenyl)-9-(5,5-dimethyl-2,4-imidazolinedione-3-yl)-8,9-dihydro-2H-pyrido[4,3,2-de]phthalazin-3(7H)-one